racemic-7-(S-amino-N-trityl-sulfonimidoyl)-2,2-dimethyl-3H-pyrazolo[5,1-b]oxazole N[S@@](=O)(=NC(C1=CC=CC=C1)(C1=CC=CC=C1)C1=CC=CC=C1)C=1C=NN2C1OC(C2)(C)C |r|